Trans-2-(1,3-dithian-2-yl)-4-(3-fluorophenyl)-3-phenylcyclobut-2-ene-1-carboxylic acid methyl ester COC(=O)[C@@H]1C(=C([C@H]1C1=CC(=CC=C1)F)C1=CC=CC=C1)C1SCCCS1